N-t-butylmethacrylamide C(C)(C)(C)NC(C(=C)C)=O